COC([C@H](CC1=CC=C(C=C1)N1C(N(C2=C1C(=CC=C2)OC)C)=O)NC(C2=C(C=CC=C2F)Cl)=O)=O (S)-2-(2-chloro-6-fluorobenzamido)-3-(4-(7-methoxy-3-methyl-2-oxo-2,3-dihydro-1H-benzo[d]imidazol-1-yl)phenyl)propanoic acid methyl ester